tert-butyl 3-methyl-3-nitropyrrolidine-1-carboxylate CC1(CN(CC1)C(=O)OC(C)(C)C)[N+](=O)[O-]